3-(2-amino-10-methyl-10H-phenoxazin-3-yl)pentan-3-ol NC1=CC=2N(C3=CC=CC=C3OC2C=C1C(CC)(CC)O)C